Zirconium holmium [Ho].[Zr]